N-((R)-1-(3-(difluoromethyl)-2-fluorophenyl)ethyl)-1-((R)-2,2-dimethylcyclopropyl)-4-(((1R,5S,6s)-3-methyl-3-azabicyclo[3.1.0]hexan-6-yl)amino)-6-oxo-1,6-dihydropyridine-3-carboxamide FC(C=1C(=C(C=CC1)[C@@H](C)NC(=O)C1=CN(C(C=C1NC1[C@@H]2CN(C[C@H]12)C)=O)[C@H]1C(C1)(C)C)F)F